1,1-dimethylethyl 4-(3-{[4-[(2-fluoro-4-{[(1-{[(4-fluorophenyl)amino]carbonyl}cyclopropyl)carbonyl]amino}phenyl)oxy]-6-(methyloxy)quinolin-7-yl]oxy}propyl)piperazine-1-carboxylate FC1=C(C=CC(=C1)NC(=O)C1(CC1)C(=O)NC1=CC=C(C=C1)F)OC1=CC=NC2=CC(=C(C=C12)OC)OCCCN1CCN(CC1)C(=O)OC(C)(C)C